BrC=1C=C(C(=C(C(=O)OC)C1)CBr)OCC(=O)OC(C)(C)C methyl 5-bromo-2-(bromomethyl)-3-(2-(tert-butoxy)-2-oxoethoxy)benzoate